C(OC1=CC=C(C=C1)[N+](=O)[O-])(OC1C[C@H]2CO[C@@H]3[C@H]2CC1O3)=O 4-Nitrophenyl ((1S,3aR,7aS)-octahydro-1,6-epoxyisobenzofuran-5-yl) carbonate